BrC=1C=2N(C=CC1)N=CC2C#N 4-bromopyrazolo[1,5-a]pyridine-3-carbonitrile